C(#N)C1CC2(C1)C[C@H](N(CC2)CC2=C1C=CNC1=C(C=C2OC)C)C2=CC=C(C(=O)NCC1COCC1)C=C2 4-((2R,4s,6S)-2-cyano-7-((5-methoxy-7-methyl-1H-indol-4-yl)methyl)-7-azaspiro[3.5]nonan-6-yl)-N-((tetrahydrofuran-3-yl)methyl)benzamide